BrC1=C(C=2C3(C4=CC=CC=C4C2C=C1)CCC(CC3)N)Br dibromospiro[cyclohexane-1,9-fluoren]-4-amine